CN1C=NC2=C1C=C(C(=C2)C=2C=C(C=CC2)NC(C2=CC=C(C=C2)OC2=C(C(=C(C(=C2F)F)S(=O)(=O)C)F)F)=O)C(F)(F)F N-(3-(1-methyl-6-(trifluoromethyl)-1H-benzo[d]imidazol-5-yl)phenyl)-4-(2,3,5,6-tetrafluoro-4-(methylsulfonyl)phenoxy)benzamide